C(C1=CC=CC=C1)[C@@H]1N=C(N(C1)C1=CC=CC=C1)C1=C(C=CC=C1)[N+](=O)[O-] 2-[(4S)-4-benzyl-N-phenyl-2-imidazolinyl]nitrobenzene